NCCC[N+](C)(CC(NCCNC(=O)OC(C)(C)C)=O)CC(=O)NCCNC(=O)OC(C)(C)C 3-amino-N,N-bis(2-((2-((tert-butoxycarbonyl)amino)ethyl)amino)-2-oxoethyl)-N-methylpropan-1-aminium